P(OC1=C(C=C(C(=C1)C)C(CCC)C1=CC(=C(C=C1C)OP(OCCCCCCCCCCCCC)OCCCCCCCCCCCCC)C(C)(C)C)C(C)(C)C)(OCCCCCCCCCCCCC)OCCCCCCCCCCCCC butane-1,1-diylbis(2-(tert-butyl)-5-methyl-4,1-phenylene) tetratridecyl bis(phosphite)